C1(CCC(N1OCCS(=O)(=O)CCON1C(CCC1=O)=O)=O)=O bis[2-(succinimidyloxy) ethyl] sulfone